isocyanatopropyltrioxyethyl-silane (+/-)-(3S,4S)-1-azabicyclo[2.2.1]heptan-3-yl-2-(3-(prop-1-en-2-yl)phenyl)propan-2-ylcarbamate N12C[C@H]([C@@H](CC1)C2)N(C(O)=O)C(C)(C)C2=CC(=CC=C2)C(=C)C.N(=C=O)CCCOOOCC[SiH3] |r|